tert-butyl (2-(4-methyl-2-oxopiperazin-1-yl)pyridin-4-yl)carbamate CN1CC(N(CC1)C1=NC=CC(=C1)NC(OC(C)(C)C)=O)=O